4-((2R,4R)-1-((5-methoxy-7-methyl-1H-indol-4-yl)methyl)-4-((tetrahydrofuran-2-yl)methoxy)piperidin-2-yl)benzoic acid COC=1C(=C2C=CNC2=C(C1)C)CN1[C@H](C[C@@H](CC1)OCC1OCCC1)C1=CC=C(C(=O)O)C=C1